acryloxypropyl hydrogen hexahydrophthalate C(C1C(C(=O)O)CCCC1)(=O)OCCCOC(C=C)=O